6-bromo-7-fluoro-1,2-dihydro-3H-indazol-3-one BrC1=CC=C2C(NNC2=C1F)=O